4-((4-cyclopropyl-2-(N-methyl-methanesulfonamido)-phenyl)amino)-N-ethoxy-6-((1-methyl-1H-pyrazol-5-yl)-amino)nicotinamide C1(CC1)C1=CC(=C(C=C1)NC1=CC(=NC=C1C(=O)NOCC)NC1=CC=NN1C)N(S(=O)(=O)C)C